(1aRS,7bSR)-5-(2-{[((S)-1-ethylpyrrolidine-3-carbonyl)amino]methyl}-4-fluoro-benzenesulfonylamino)-1,1a,2,7b-tetrahydrocyclopropa[c]benzopyran-4-carboxylic acid C(C)N1C[C@H](CC1)C(=O)NCC1=C(C=CC(=C1)F)S(=O)(=O)NC1=C(C2=C([C@@H]3[C@H](CO2)C3)C=C1)C(=O)O |&1:26,27|